2-(6-methoxypyridin-3-yl)-5,7-dimethyl-6-phenyl-2,6-dihydro-1H-pyrrolo[3,4-d]pyridazin-1-one COC1=CC=C(C=N1)N1N=CC=2C(C1=O)=C(N(C2C)C2=CC=CC=C2)C